3,4-diphenyl-7-trifluoromethylisoquinolin-1(2H)-one C1(=CC=CC=C1)C=1NC(C2=CC(=CC=C2C1C1=CC=CC=C1)C(F)(F)F)=O